BrC=1C=CC=2N(C3=CC=C(C=C3C2C1)OC)C(C(=O)O)(C)N1C(C2=CC=CC=C2C1=O)=O (3-bromo-6-methoxy-9H-carbazol-9-yl)-2-(1,3-dioxoisoindolin-2-yl)propionic acid